CN1N=C(C(=C1)NC1=NC=C(C(=N1)C1=CNC2=C(C=CC=C12)NC([C@@H](C)N1CCN(CC1)C)=O)F)C (2R)-N-(3-{2-[(1,3-dimethyl-1H-pyrazol-4-yl)amino]-5-fluoropyrimidin-4-yl}-1H-indol-7-yl)-2-(4-methylpiperazin-1-yl)propanamide